2-bromo-4-chloro-5-methyl-3-nitro-pyridine BrC1=NC=C(C(=C1[N+](=O)[O-])Cl)C